C(CCCCCCCC(C)C)OC(C)COC(C)COC(C)CO tripropylene glycol monoisoundecyl ether